trans-1,4-cyclohexanedicarboxylic acid mono-tert-butyl ester C(C)(C)(C)OC(=O)[C@@H]1CC[C@H](CC1)C(=O)O